CC(\C=C(/CCCCC\C=C/CC)\C1=CC2=CC=CC=C2C=C1)C1=CC2=CC=CC=C2C=C1 2,2'-((3E,10Z)-trideca-3,10-diene-2,4-diyl)dinaphthalene